5-bromopentanyne BrCCCC#C